propan-1-olamide C(CC(=O)N)O